N-(2-aminoethyl)-1-(4-chlorophenyl)-9H-pyrido[3,4-b]indole-3-carboxamide hydrochloride Cl.NCCNC(=O)C1=CC2=C(NC3=CC=CC=C23)C(=N1)C1=CC=C(C=C1)Cl